(Z)-3-fluoro-4-(4-(3-(methylsulfonyl)phenyl)-6-(trifluoromethyl)-1H-benzo[d]imidazol-1-yl)but-2-en-1-amine Hydrochloride Cl.F\C(=C/CN)\CN1C=NC2=C1C=C(C=C2C2=CC(=CC=C2)S(=O)(=O)C)C(F)(F)F